C(C1=CC=CC=C1)(=O)O.S1C(=CC=C1)C(=O)N (thiophene-2-carboxamide) benzoate